CN(C[C@H](C)C1=CC=C(C=C1)C=1C=2C3=C(C(NC2C(=CC1O)C)=O)SC=C3)C (R)-9-(4-(1-(dimethylamino)propan-2-yl)phenyl)-8-hydroxy-6-methylthieno[2,3-c]quinolin-4(5H)-one